C(C)(C)(C)C1=CC=C(C(=N1)C1=CC=C(C=C1)C)C(=O)NS(=O)(=O)C1=CC=NN1 6-tert-Butyl-2-(p-tolyl)-N-(1H-pyrazol-5-ylsulfonyl)pyridin-3-carboxamid